2,4-diethoxyphenol C(C)OC1=C(C=CC(=C1)OCC)O